OC1=C(C(NN(C1)C1=CC=C(C=C1)C(F)(F)F)=O)C(=O)OCC Ethyl 5-hydroxy-3-oxo-1-(4-trifluoromethylphenyl)-1,2,3,6-tetrahydropyridazine-4-carboxylate